ClC1=NC(=C(C(=N1)C(=O)NC)NC(C(F)F)=O)C1=C(C=C(C=C1)Cl)F 2-chloro-6-(4-chloro-2-fluoro-phenyl)-5-[(2,2-difluoroacetyl)amino]-N-methyl-pyrimidine-4-carboxamide